(6-Chloropyrimidin-4-yl)(trans-4-(3,4-dihydroisoquinolin-2(1H)-yl)-3-hydroxypiperidin-1-yl)methanone ClC1=CC(=NC=N1)C(=O)N1C[C@H]([C@@H](CC1)N1CC2=CC=CC=C2CC1)O